COC=1C(=NC=CC1[C@H]1[C@H](O[C@@]([C@H]1C)(C(F)(F)F)C)C(=O)NC1=CC(=NC=C1)C(=O)N)C (2S,3S,4S,5S)-4-[[3-(3-methoxy-2-methyl-4-pyridinyl)-4,5-dimethyl-5-(trifluoromethyl)tetrahydrofuran-2-carbonyl]amino]pyridine-2-carboxamide